C1(C=2C(C(N1[C@H]1[C@](O[C@@]3([C@H](O)[C@H](O)[C@@H](O)[C@@H](O3)C)CC3=CCC(C=C3)=O)(O[C@@H]([C@H]([C@@H]1O)O)CO)CC1=CC(C=CC1=O)=O)=O)=CC=CC2)=O 4-oxo-benzyl-beta-L-rhamnopyranosyl-(1->4) 2-deoxy-phthalimido-3,6-dioxo-benzyl-beta-D-glucopyranoside